(4-fluorophenyl)-4-formylbenzamide FC1=CC=C(C=C1)C1=C(C(=O)N)C=CC(=C1)C=O